methyl 4-(4-bromophenyl)-4-cyanobutanoate BrC1=CC=C(C=C1)C(CCC(=O)OC)C#N